6-methyl-8-trifluoromethyl-phenanthridine CC=1N=C2C=CC=CC2=C2C=CC(=CC12)C(F)(F)F